C1(CC1)C(C)=O 1-cyclopropylethanone